FC1=C(C=CC=C1C(F)(F)F)[C@@H](C)NC=1C2=C(N=C(N1)C)C=NC(=C2)N2CCN(CC2)C N-{(1R)-1-[2-fluoro-3-(trifluoromethyl)phenyl]ethyl}-2-methyl-6-(4-methylpiperazin-1-yl)pyrido[3,4-d]pyrimidin-4-amine